N-[4-(2-{5-[(3R,5R)-3-amino-5-fluoropiperidine-1-carbonyl]-7-methoxy-1-methyl-1H-1,3-benzodiazol-2-yl}-1-(cyclopropylmethyl)-1H-pyrrolo[2,3-b]pyridin-6-yl)-3-methylphenyl]acetamide N[C@H]1CN(C[C@@H](C1)F)C(=O)C1=CC2=C(N(C(=N2)C2=CC=3C(=NC(=CC3)C3=C(C=C(C=C3)NC(C)=O)C)N2CC2CC2)C)C(=C1)OC